1-(1-methoxypropoxy)-hex-3-ene COC(CC)OCCC=CCC